FC(C(=O)O)(F)F.N[C@H](CCC(=O)O)C(N)=O D-alpha-glutamine trifluoroacetate